tributoxy(ethyl)silane C(CCC)O[Si](CC)(OCCCC)OCCCC